C(C)(C)(C)[C@H]1OC([C@@H](N1C(=O)OCC1=CC=CC=C1)CC(C1CCCCC1)C1CCCCC1)=O Benzyl (2R,4S)-2-(tert-butyl)-4-(2,2-dicyclohexylethyl)-5-oxooxazolidine-3-carboxylate